NCC(C#C[C@@H]1N(CCC1)C(=O)OC(C)(C)C)O tert-butyl (2R)-2-(4-amino-3-hydroxybut-1-yn-1-yl)pyrrolidine-1-carboxylate